methyl-perfluoro-tert-butanol tert-Butyl-(3aR,5s,6aS)-5-((6-chloro-4-cyclopropylpyridazin-3-yl)amino)hexahydrocyclopenta[c]pyrrole-2(1H)-carboxylate C(C)(C)(C)C1N(C[C@H]2[C@@H]1C[C@H](C2)NC=2N=NC(=CC2C2CC2)Cl)C(=O)O.COC(C(F)(F)F)(C(F)(F)F)C(F)(F)F